(4-fluoro-3-(2-(3-((6-(3-hydroxyazetidin-1-yl)-2-methylpyrimidin-4-yl)amino)-1H-pyrazol-5-yl)ethyl)phenyl)-3-(trifluoromethyl)benzamide FC1=C(C=C(C=C1)C1=C(C(=O)N)C=CC=C1C(F)(F)F)CCC1=CC(=NN1)NC1=NC(=NC(=C1)N1CC(C1)O)C